CN1N=NC2=C1C=CC(=C2C)C(C(C(=O)OC)(C)C)C2=CC(=C(C=C2)OC)CN2C[C@H](OC1=CC=3C=CC=NC3C=C1C2)CC methyl 3-(1,4-dimethyl-1H-benzo[d][1,2,3]triazol-5-yl)-3-(3-(((R)-2-ethyl-2,3-dihydro-[1,4]oxazepino[7,6-g]quinolin-4(5H)-yl) methyl)-4-methoxyphenyl)-2,2-dimethylpropionate